Cl.Cl.FC1=CC=C(C=C1)CC1=CC2=C(N(C1=O)C)C(CN2)(C)C 6-[(4-fluorophenyl)methyl]-3,3,4-trimethyl-1H,2H,3H,4H,5H-pyrrolo[3,2-b]pyridin-5-one dihydrochloride